FC1=CC(=C(C=N1)CN(CCOC)C)I N-((6-Fluoro-4-iodopyridin-3-yl)methyl)-2-methoxy-N-methylethan-1-amine